(S)-3-Fluoro-4-((2-oxooxazolidin-4-yl)methyl)benzonitrile FC=1C=C(C#N)C=CC1C[C@@H]1NC(OC1)=O